(1-(5-chloro-2-((5-cyclopropyl-2-methyl-1,2,3,4-tetrahydroisoquinolin-7-yl)amino)pyrimidin-4-yl)indol-3-yl)methanol ClC=1C(=NC(=NC1)NC1=CC(=C2CCN(CC2=C1)C)C1CC1)N1C=C(C2=CC=CC=C12)CO